[Fe].[Cl].O[C@H]1CC2C[C@H]([C@H]3[C@@H]4CC[C@H]([C@@H](C(C(C(=O)O)([2H])[2H])[2H])C)[C@]4([C@H](C[C@@H]3[C@]2(CC1)C)O)C)O 3α,7α,12α-trihydroxycholanic acid-d3 chlorine iron